N-(4-(1,4-diazepan-1-yl)pyridin-2-yl)-5-fluoro-4-(8-fluoro-4-isopropyl-3,4-dihydro-2H-benzo[b][1,4]oxazin-6-yl)pyrimidin-2-amine N1(CCNCCC1)C1=CC(=NC=C1)NC1=NC=C(C(=N1)C1=CC2=C(OCCN2C(C)C)C(=C1)F)F